4-FORMYL-2-METHOXYPHENYL 2-HYDROXYPROPANOATE OC(C(=O)OC1=C(C=C(C=C1)C=O)OC)C